BrC1=C(C=CC=C1)C=1N=C(SC1)N(/N=C/C1=C(C=C(C=C1)F)C(=O)O)C1CC1 (E)-4-(2-bromophenyl)-2-[1-cyclopropyl-2-(2-carboxy-4-fluorobenzylidene)hydrazino]thiazole